octanediol bis(3-mercaptoisobutyrate) SCC(C(=O)OC(CCCCCCC)OC(C(CS)C)=O)C